Cl.N[C@H](C1=NC2=C(N1)C=C(C=C2)[C@H](NC(CC2CC(C2)(F)F)=O)C2CC2)C2CCC(CC2)(F)F N-((R)-(2-((S)-amino(4,4-difluorocyclohexyl)methyl)-1H-benzo[d]imidazol-6-yl)(cyclopropyl)methyl)-2-(3,3-difluorocyclobutyl)acetamide hydrochloride